FC1=CC=C(CN2CC(OCC2)CNC(C)=O)C=C1 N-{[4-(4-fluorobenzyl)morpholin-2-yl]methyl}acetamide